8-[[4,8-difluoro-2-(1-hydroxyl-methyl-ethyl)-3,5,6,7-tetrahydrocyclopenta[f]benzimidazol-6-yl]methyl]-2-oxo-1-oxa-3,8-diazaspiro[4.5]decan FC1=C2C(=C(C=3N=C(NC31)C(C)(O)C)F)CC(C2)CN2CCC3(CNC(O3)=O)CC2